C(C)(=O)O.C(CCCCCCC(C)C)OCCCN isodecyloxypropyl-amine acetate salt